2,2,2-Trifluoroethyl 2-oxo-2-[rac-(2R,5S)-2-(2-cyclopropylindazol-6-yl)-5-methyl-1-piperidyl]acetate O=C(C(=O)OCC(F)(F)F)N1[C@H](CC[C@@H](C1)C)C=1C=CC2=CN(N=C2C1)C1CC1 |r|